1-(1-acryloylpyrrolidin-3-yl)-3-((3,5-dimethoxyphenyl)ethynyl)-1H-pyrazole-4-carboxamide C(C=C)(=O)N1CC(CC1)N1N=C(C(=C1)C(=O)N)C#CC1=CC(=CC(=C1)OC)OC